C(=O)C=1C(=C(C=C2C(=C(C(OC12)=O)CCC(=O)NCCN1CCOCC1)COC)OC)O 3-(8-formyl-7-hydroxy-6-methoxy-4-(methoxymethyl)-2-oxo-2H-chromen-3-yl)-N-(2-morpholinoethyl)propionamide